O[C@]1(C(C)C(=O)O)CC[C@H]2[C@@H]3CCC4=CC(CC[C@]4(C)[C@H]3CC[C@]12C)=O 17-hydroxy-3-oxo-pregn-4-ene-20-carboxylic acid